(S)-2-methyl-N-(4-(1-methyl-4-(trifluoromethyl)-1H-imidazol-2-yl)benzylidene)propane-2-sulfinamide CC(C)(C)[S@](=O)N=CC1=CC=C(C=C1)C=1N(C=C(N1)C(F)(F)F)C